6-[5-(difluoromethyl)-1,3,4-oxadiazol-2-yl]-2-[(1R*,2S*)-2-(3,4-difluorophenyl)-2-hydroxy-1-(pyrazin-2-yl)ethyl]-2,3-dihydro-1H-isoindol-1-one FC(C1=NN=C(O1)C1=CC=C2CN(C(C2=C1)=O)[C@@H]([C@@H](O)C1=CC(=C(C=C1)F)F)C1=NC=CN=C1)F |o1:17,18|